C(C)O[C@@H]1[C@@H](C1)C(=O)NN (1R,2S)-2-ethoxycyclopropanecarbohydrazide